CN1OC[C@@H](C1=C=O)NC([O-])=O (R)-(2-Methyl-3-carbonylisoxazolidin-4-yl)carbamate